3-chloro-peroxy-benzoic acid ClC=1C=C(C(=O)OO)C=CC1